CN1N=NC(=C1)S(=O)(=O)N methyl-1H-1,2,3-triazole-4-sulfonamide